CC1=C(C=C(C(=C1)OC1=CC=CC=C1)C)C(N(C)CC)=N (2,5-dimethyl-4-phenoxyphenyl)-N-ethyl-N-methyl-methanimidamide